(2R,3R,4R,5S)-5-amino-2-(hydroxymethyl)tetrahydro-2H-pyran N[C@H]1CC[C@@H](OC1)CO